FC(C1=CC=C(C=C1)N1CC(CC2=CC=CC=C12)CNS(=O)(=O)C=C)(F)F N-((1-(4-(trifluoromethyl)-phenyl)-1,2,3,4-tetrahydro-quinolin-3-yl)methyl)-ethenesulfonamide